4-(6-aminospiro[3.3]hept-1-en-2-yl)benzonitrile NC1CC2(CC(=C2)C2=CC=C(C#N)C=C2)C1